C(C1=CC=CC=C1)N[C@@H]1CNC[C@@]1(C(=O)OC(C)(C)C)O trans-tert-butyl 3-(benzylamino)-4-hydroxypyrrolidine-4-carboxylate